ClC=1C=C(CNC([C@@H](CCC2=NN=C(N2)C)N2C([C@H]3N(C(CC2)CCC2=CC=CC=C2)C[C@@H](C3)NC(OC(C)(C)C)=O)=O)=O)C=CC1Cl tert-butyl ((8R,9aS)-2-((R)-1-((3,4-dichlorobenzyl)amino)-4-(5-methyl-4H-1,2,4-triazol-3-yl)-1-oxobutan-2-yl)-1-oxo-5-phenethyloctahydro-1H-pyrrolo[1,2-a][1,4]diazepin-8-yl)carbamate